C1(CC1)C1=NSC(=N1)C1=NN=C2N1CCN([C@@H]2C)CC2=C(C=C(C=C2)OC)OC (R)-3-cyclopropyl-5-(7-(2,4-dimethoxybenzyl)-8-methyl-5,6,7,8-tetrahydro-[1,2,4]triazolo[4,3-a]pyrazin-3-yl)-1,2,4-thiadiazole